C(C)NC(=O)C=1C=NN(C1)CC1=CC=C(C=C1)C1=NOC(=N1)C(F)(F)F N-ethyl-1-[[4-[5-(trifluoromethyl)-1,2,4-oxadiazol-3-yl]phenyl]methyl]pyrazole-4-carboxamide